C1(=CC=CC=2OCC3=C(C21)C=C(C=C3)O)O 6H-Dibenzo(b,d)pyran-1,9-diol